COC=1C=C(C=CC1)C1=NC(=NC(=C1)N1CCC2=C(CC1)C=CC=C2)N 4-(3-Methoxyphenyl)-6-(1,2,4,5-tetrahydro-3H-benzo[d]azepin-3-yl)pyrimidin-2-amine